BrCCC[C@H](OC1=CC(=CC=C1)Cl)CBr 1-[(1S)-4-bromo-1-(bromomethyl)butoxy]-3-chloro-benzene